hexafluoro-1,5-pentanediol C(C(C(C(CO)(F)F)(F)F)(F)F)O